C(#N)C=1C=C(C=C(C1N[C@@H](CSC1=CC=C(C=C1)F)[C@H](CN(C)C)F)F)S(=O)(=O)NC(=O)[C@@]1(OCCCC1)C (R)-N-((3-CYANO-4-(((2R,3S)-4-(DIMETHYLAMINO)-3-FLUORO-1-((4-FLUOROPHENYL)THIO)BUTAN-2-YL)AMINO)-5-FLUOROPHENYL)SULFONYL)-2-METHYLTETRAHYDRO-2H-PYRAN-2-CARBOXAMIDE